BrC=1C(=C(OCCC[C@H]2CN(CCC2)C(=O)OC(C)(C)C)C=CC1)C (S)-tert-butyl 3-(3-(3-bromo-2-methylphenoxy)propyl)piperidine-1-carboxylate